C=C(C=O)C(C)C=1OC(=CC1)C 2-Methylene-3-(5-methylfuran-2-yl)butanal